The molecule is an ethyl 2-(dimethylamino)-1-phenylcyclohex-3-ene-1-carboxylate that has S configuration at the carbon bearing the phenyl group and R configuration at the carbon bearing the dimethylamino group. The opioid analgesic tilidine is the racemate comprising equimolar amounts of dextilidine and its enantiomer, ent-dextilidine. A prodrug, tilidine is converted by the liver to the active analgesic, nortilidine; virtually all of the opioid activity resides in the (1S,2R) isomer (i.e. the isomer derived from dextilidine). It has a role as an opioid analgesic and a prodrug. It is an enantiomer of an ent-dextilidine. CCOC(=O)[C@@]1(CCC=C[C@H]1N(C)C)C2=CC=CC=C2